3-{4-[(7-methoxy-4-quinazolinyl)oxy]-3-methylphenyl}-1-[5-(trifluoromethyl)-3-pyridinyl]-2,4-imidazolidinedione COC1=CC=C2C(=NC=NC2=C1)OC1=C(C=C(C=C1)N1C(N(CC1=O)C=1C=NC=C(C1)C(F)(F)F)=O)C